FC(C(CCCCO)(C(C(C(F)(F)F)(F)F)(F)F)C(F)(F)F)(F)F 5,5-bis(trifluoromethyl)-6,6,7,7,8,8,8-heptafluorooctane-1-ol